ClC=1C=C2C(=NC(N3C2=C(C1C1=C(C=C(C(=C1)Cl)F)F)SC[C@@H](C3)OC)=O)N3C(CN(CC3)C(=O)[O-])C 4-((3R)-10-chloro-11-(5-chloro-2,4-difluorophenyl)-3-methoxy-6-oxo-3,4-dihydro-2H,6H-[1,4]thiazepino[2,3,4-ij]quinazolin-8-yl)-3-methylpiperazine-1-carboxylate